N-((5-benzylthiophen-2-yl)methylene)-2-methylpropan-2-sulfinamide C(C1=CC=CC=C1)C1=CC=C(S1)C=NS(=O)C(C)(C)C